C(C)(C)(C)OC(=O)C=1N(C=CC1S(NC(C)(C)C)(=O)=O)CC1CC1 3-(tert-Butylsulfamoyl)-1-(cyclopropylmethyl)pyrrole-2-carboxylic acid tert-butyl ester